2-cyano-3-methyl-phenyl-N-methyl-methanesulfonamide C(#N)C1=C(C=CC=C1C)CS(=O)(=O)NC